Dimethyl 5-amino-1,3-dimethyl-2-oxoindoline-3,6-dicarboxylate hydrochloride Cl.NC=1C=C2C(C(N(C2=CC1C(=O)OC)C)=O)(C(=O)OC)C